2-methyl-α-methoxyiminophenylacetic acid methyl ester COC(C(=NOC)C1=C(C=CC=C1)C)=O